O1CC(C1)OC1=CC(=NC=2C3(CCCC12)COCC3)C3=CNC1=CN=C(C=C13)NC(C)=O N-(3-(4'-(oxetan-3-yloxy)-4,5,6',7'-tetrahydro-2H,5'H-spiro[furan-3,8'-quinolin]-2'-yl)-1H-pyrrolo[2,3-c]pyridin-5-yl)acetamide